COC(=O)C=1C=CC(=NC1)OC=1C=C(C=CC1)C=1N=NN(C1)CCCCCCCCCN1N=NC(=C1)CC(=O)O 2-[1-[9-[4-[3-[(5-methoxycarbonyl-2-pyridyl)oxy]phenyl]triazol-1-yl]nonyl]triazol-4-yl]acetic acid